C(C)(C)(C)OC(=O)N1C[C@H](CC1)[C@@H](C(=O)OC(C)(C)C)CC=1C=C2C(=NN(C2=CC1)COCC[Si](C)(C)C)CN (3R)-3-[(2S)-3-[3-(aminomethyl)-1-{[2-(trimethylsilyl)ethoxy]methyl}-1H-indazol-5-yl]-1-(tert-butoxy)-1-oxopropan-2-yl]pyrrolidine-1-carboxylic acid tert-butyl ester